COC(=O)C1(C(NCC(C1)(F)F)=O)CC=1C(=CC=2N(N1)C=C(N2)[C@H](C2CCC(CC2)(F)F)N)OC.ClC=2C=C(OCC=O)C=CC2Cl 2-(3,4-dichlorophenoxy)ethan-1-one methyl-3-((2-((S)-amino(4,4-difluorocyclohexyl)methyl)-7-methoxyimidazo[1,2-b]pyridazin-6-yl)methyl)-5,5-difluoro-2-oxopiperidine-3-carboxylate